[OH-].C(CCC)[N+](CCCC)(CCCC)CCCC tetrabutyl-ammonium hydroxide salt